(2-(2,6-dioxopiperidin-3-yl)-3-oxoisoindolin-5-yl)methyl((6-((tetrahydro-2H-pyran-4-yl)oxy)pyridin-3-yl)methyl)carbamate O=C1NC(CCC1N1CC2=CC=C(C=C2C1=O)OC(N(CC=1C=NC(=CC1)OC1CCOCC1)C)=O)=O